C1(=CC=C(C=C1)C(C(=O)O)CC(C(=O)O)C1=CC=C(C=C1)C1=CC=CC=C1)C1=CC=CC=C1 2,4-di([1,1'-biphenyl]-4-yl)pentanedioic acid